BrC1=C(C#N)C=C(C=C1)O 2-bromo-5-hydroxybenzonitrile